ClC1=CC=C(N=N1)N1C[C@@H](N(CC1)C(=O)[O-])C (2S)-4-(6-chloro-pyridazin-3-yl)-2-methylpiperazine-1-carboxylate